ClC=1C=CC2=C(N(C(=N2)CNN(C(C)=O)C)C)C1 N'-((6-chloro-1-methyl-1H-benzo[d]imidazol-2-yl)methyl)-N-methylacetohydrazide